(R)-3-(3-chloro-4-fluorophenyl)-1-(1-(8-fluoro-1-oxo-1,2-dihydroisoquinolin-4-yl)ethyl)-1-isobutylurea ClC=1C=C(C=CC1F)NC(N(CC(C)C)[C@H](C)C1=CNC(C2=C(C=CC=C12)F)=O)=O